N-tert-butyl-4-[[2-(2-cyanophenyl)acetyl]amino]pyridine-2-carboxamide C(C)(C)(C)NC(=O)C1=NC=CC(=C1)NC(CC1=C(C=CC=C1)C#N)=O